(2,3-dimethyl-1-(3-(trifluoromethyl)benzyl)-1H-indol-5-yl)acrylamide CC=1N(C2=CC=C(C=C2C1C)C(C(=O)N)=C)CC1=CC(=CC=C1)C(F)(F)F